O=C1NC(CCC1N1C(C2=CC=C(C=C2C1=O)NCCCCC=1C(=NC=CC1)C(=O)N)=O)=O (4-((2-(2,6-dioxopiperidin-3-yl)-1,3-dioxoisoindolin-5-yl)amino)butyl)picolinamide